N,N-bis(4-methoxybenzyl)-6-methyl-4-(4,4,5,5-tetramethyl-1,3,2-dioxaborolan-2-yl)pyridine-2-amine COC1=CC=C(CN(C2=NC(=CC(=C2)B2OC(C(O2)(C)C)(C)C)C)CC2=CC=C(C=C2)OC)C=C1